ethyl 3-((2-aminoethyl)(6-(1-methyl-1H-pyrazol-4-yl)pyrazolo[1,5-a]pyridin-3-yl)amino)propanoate hydrochloride salt Cl.NCCN(CCC(=O)OCC)C=1C=NN2C1C=CC(=C2)C=2C=NN(C2)C